C[C@@H]1N(C[C@H](N(C1)CC=1C(=NC(=CC1)C(F)(F)F)C)C)C1=CC(N(C=2C=CC(=NC12)C#N)C)=O 8-[(2S,5R)-2,5-Dimethyl-4-{[2-methyl-6-(trifluoromethyl)pyridin-3-yl]methyl}piperazin-1-yl]-5-methyl-6-oxo-5,6-dihydro-1,5-naphthyridin-2-carbonitril